2-ethoxy-5-nitro-N-(1-(m-methylphenyl)ethyl)benzamide C(C)OC1=C(C(=O)NC(C)C2=CC(=CC=C2)C)C=C(C=C1)[N+](=O)[O-]